1-Methyl-4-[4-methyl-4-(5-methyl-1,3-benzoxazol-2-yl)piperidin-1-yl]-2-oxo-1,2-dihydroquinoline-3,6-dinitrile CN1C(C(=C(C2=CC(=CC=C12)C#N)N1CCC(CC1)(C=1OC2=C(N1)C=C(C=C2)C)C)C#N)=O